FC(OC=1C=C2CCNCC2=CC1)(F)F 6-(Trifluoromethoxy)-1,2,3,4-tetrahydroisoquinoline